(±)-10-((3,4-dichlorophenyl)carbamoyl)-6,7,8,9-tetrahydro-5H-6,9-epiminocyclohepta[c]-pyridine 2-oxide ClC=1C=C(C=CC1Cl)NC(=O)N1C2CC3=C(C=[N+](C=C3)[O-])C1CC2